NC(C(=O)O)CC=1NC2=CC=CC=C2C1 amino-β-indolylpropionic acid